FC1=CC=2N=C(SC2C=2CC(OC21)(C)CO)C2=C1N=CC(=NC1=CC(=C2)C)OC (5-fluoro-2-(2-methoxy-7-methylquinoxalin-5-yl)-7-methyl-7,8-dihydrobenzofuro[5,4-d]thiazol-7-yl)methanol